NC1=C(C=CC(=C1)OC(F)(F)F)C(=O)N1CCC(CC1)C1=C2C(=NC=C1)NC(=N2)C2CNC1(CC1)CO2 [2-amino-4-(trifluoromethoxy)phenyl]-[4-[2-[7-oxa-4-azaspiro[2.5]octan-6-yl]-3H-imidazo[4,5-b]pyridin-7-yl]-1-piperidyl]methanone